2-[[4-[6-[[2-fluoro-4-[2-(1-methylpyrazol-4-yl)ethynyl]phenyl]methoxy]-2-pyridyl]-1-piperidyl]methyl]-3-[[(2S)-oxetan-2-yl]methyl]benzimidazole-5-carboxylic acid FC1=C(C=CC(=C1)C#CC=1C=NN(C1)C)COC1=CC=CC(=N1)C1CCN(CC1)CC=1N(C2=C(N1)C=CC(=C2)C(=O)O)C[C@H]2OCC2